C(C)(C)(C)OC(=O)N1CC2N(CC1)C[C@H](N(C2)C)CO (7S)-7-(hydroxymethyl)-8-methyl-octahydro-2H-pyrazino[1,2-a]pyrazine-2-carboxylic acid tert-butyl ester